CC1(OB(OC1(C)C)C=1C=NN(C1)C1CS(C1)(=O)=O)C 3-(4-(4,4,5,5-tetramethyl-1,3,2-dioxaborolan-2-yl)-1H-pyrazol-1-yl)thietane 1,1-dioxide